2-methyl-2-(6-nitropyridin-3-yl)propionic acid ethyl ester C(C)OC(C(C)(C=1C=NC(=CC1)[N+](=O)[O-])C)=O